5-phenylimidazolidin-2-on C1(=CC=CC=C1)C1CNC(N1)=O